(S)-6-isopropyl-2-methoxy-3-(3-methoxypropoxy)-9-(1H-tetrazol-5-yl)-5,6-dihydro-10H-pyrido[1,2-H][1,7]Naphthyridin-10-one C(C)(C)[C@@H]1CC=2C=C(C(=NC2C=2N1C=C(C(C2)=O)C2=NN=NN2)OC)OCCCOC